4-(4-(3,6-diazabicyclo-[3.1.1]heptan-6-yl)-6-chloro-8-fluoro-2-(((S)-1-methyl-pyrrolidin-2-yl)methoxy)-quinazolin-7-yl)-7-fluoro-benzo[d]thiazol-2-amine C12CNCC(N1C1=NC(=NC3=C(C(=C(C=C13)Cl)C1=CC=C(C3=C1N=C(S3)N)F)F)OC[C@H]3N(CCC3)C)C2